2-(6'-bromo-5'-fluoro-1',3'-dioxospiro[cyclopropane-1,4'-isoquinoline]-2'-yl)-N-(5-fluoropyrimidin-2-yl)propanamide BrC=1C(=C2C3(C(N(C(C2=CC1)=O)C(C(=O)NC1=NC=C(C=N1)F)C)=O)CC3)F